FC(C(=O)O)(F)F.C(C)OC1=C(C(=CC(=C1)CN1CCC2(CC(C2)NS(=O)(=O)C2=CC=C(C=C2)OC(F)(F)F)CC1)OCC)C1=CC=C(C=C1)F N-(7-((2,6-diethoxy-4'-fluoro-[1,1'-biphenyl]-4-yl)methyl)-7-azaspiro[3.5]non-2-yl)-4-(trifluoromethoxy)benzenesulfonamide, trifluoroacetate salt